(2R,3S,4R,5R)-3-(benzyloxy)-2-((benzyloxy)methyl)-5-(5-fluoro-2,4-dioxo-3,4-dihydropyrimidin-1(2H)-yl)-4-hydroxytetrahydrofuran-2-carbonitrile C(C1=CC=CC=C1)O[C@@H]1[C@@](O[C@H]([C@@H]1O)N1C(NC(C(=C1)F)=O)=O)(C#N)COCC1=CC=CC=C1